NCCCP(O)(O)=O aminopropyl-phosphonic acid